Phenylbutyrate C1(=CC=CC=C1)OC(CCC)=O